C(C)C1=C(SC=C1OS(=O)(=O)C(F)(F)F)C ethyl-2-methyl-4-(((trifluoromethyl)sulfonyl)oxy)thiophene